1-[(12aR)-10-chloro-9-(2-chloro-6-hydroxyphenyl)-8-(difluoromethoxy)-3,4,12,12a-tetrahydro-6H-pyrazino[2,1-c][1,4]benzooxazepin-2(1H)-yl]prop-2-en-1-one ClC1=C(C(=CC=2CN3[C@@H](COC21)CN(CC3)C(C=C)=O)OC(F)F)C3=C(C=CC=C3O)Cl